S1C(=NC2=C1C=CC=C2)/C=C/C=C/C2=CC=C(N(C)[11CH3])C=C2 4-((1E,3E)-4-(benz[d]thiazole-2-yl)buta-1,3-dienyl)-N-[11C]methyl-N-methylaniline